N[C@@](C(=O)O)(CCCCB(O)O)C1CC(C1)NCCCC1=CC=CC=C1 (S)-2-amino-6-borono-2-((1S,3R)-3-(3-phenylpropylamino)cyclobutyl)hexanoic acid